CN(/C=C(/C(=O)C1=CC=C(C2=CC=CC=C12)OC)\C1=CC2=C(OCO2)C=C1)C (E)-3-(dimethylamino)-1-(4-methoxynaphthalene-1-yl)-2-(benzo[d][1,3]dioxol-5-yl)prop-2-en-1-one